boron tri(pyridine) N1=CC=CC=C1.N1=CC=CC=C1.N1=CC=CC=C1.[B]